(trifluoromethyl)penta-2,4-dienoate FC(F)(F)OC(C=CC=C)=O